F[C@@H]1CN(C[C@@H]1F)C(=O)O (3R,4S)-3,4-difluoro-pyrrolidine-1-carboxylic acid